2-[1-(2-Hydroxy-4-propylphenyl)butyl]-5-propylphenol OC1=C(C=CC(=C1)CCC)C(CCC)C1=C(C=C(C=C1)CCC)O